C(C)OC(=O)C=1C(N(C2=CC=C(C=C2C1O)Br)CC(C)C)=O 6-bromo-4-hydroxy-1-isobutyl-2-oxo-1,2-dihydroquinoline-3-carboxylic acid ethyl ester